(1-methylcyclopropoxy)-1-(tetrahydro-2H-pyran-2-yl)-3-(trimethylstannyl)-1H-indazole CC1(CC1)OC1=C2C(=NN(C2=CC=C1)C1OCCCC1)[Sn](C)(C)C